Cl.N[C@](C(=O)N1CCN(CC1)C(=O)NC1=NC(N(C=C1)C1=CC=C(C=C1)CN1CCC(CC1)[C@H](C)N)=O)(CO)C 4-[(2S)-2-Amino-3-hydroxy-2-methylpropanoyl]-N-{1-[4-({4-[(1S)-1-aminoethyl]piperidin-1-yl}methyl)phenyl]-2-oxo-1,2-dihydropyrimidin-4-yl}piperazine-1-carboxamide hydrochloride salt